COC1=CC=C2C(=C(C=NC2=N1)C(=O)O)NCC1=CC=C(C=C1)S(N)(=O)=O 7-methoxy-4-((4-sulfamoylbenzyl)amino)-1,8-naphthyridine-3-carboxylic acid